3-(2,6-dichloro-3,5-dimethoxyphenyl)-1-(2-(dimethylamino)ethyl)-7-(1-methyl-1H-pyrazol-4-yl)-1,6-naphthyridin-2(1H)-one ClC1=C(C(=C(C=C1OC)OC)Cl)C=1C(N(C2=CC(=NC=C2C1)C=1C=NN(C1)C)CCN(C)C)=O